2-(4-(1-(4-methoxybenzyl)-4-(5-methyloxazol-2-yl)-2-oxo-2,3-dihydro-1H-benzo[b]azepin-8-yl)-1H-pyrazol-1-yl)propanoic acid COC1=CC=C(CN2C3=C(C=C(CC2=O)C=2OC(=CN2)C)C=CC(=C3)C=3C=NN(C3)C(C(=O)O)C)C=C1